C(CCCCCCCCCCCCC)N1C(=C(C(C=C1)=O)O)C N-tetradecyl-2-methyl-3-hydroxypyridin-4-one